NC1=NC(=C2C(=N1)N(N=C2)CC2=C(C=C(C=C2)[N+](=O)[O-])F)C2=NC=CC(=C2)C#N 2-[6-amino-1-[(2-fluoro-4-nitro-phenyl)methyl]pyrazolo[3,4-d]pyrimidine-4-yl]pyridine-4-carbonitrile